ethyl 2-[3-[1-(difluoro methyl)-3,5-dimethyl-pyrazol-4-yl]pyrazolo[1,5-a]pyridin-5-yl]-4-methoxy-thiazole-5-carboxylate FC(N1N=C(C(=C1C)C=1C=NN2C1C=C(C=C2)C=2SC(=C(N2)OC)C(=O)OCC)C)F